6-(3,5-dimethoxyphenyl)-4-(4-methoxyphenyl)pyrido[2,1-a]isoquinolin-5-ium trifluoromethanesulfonate FC(S(=O)(=O)[O-])(F)F.COC=1C=C(C=C(C1)OC)C1=[N+]2C(=C3C=CC=CC3=C1)C=CC=C2C2=CC=C(C=C2)OC